F[C@H]1C[C@H](C1)OC=1N(C2=CC=CC=C2C1)S(=O)(=O)C1=CC=C(C)C=C1 (cis-3-fluorocyclobutoxy)-1-tosyl-1H-indole